O=C1N(C(C2=CC=CC=C12)=O)CCCC1=C(C(=O)OC)C=CC=C1 methyl 2-(3-(1,3-dioxoisoindolin-2-yl)propyl)benzoate